1,4-diazidobenzene N(=[N+]=[N-])C1=CC=C(C=C1)N=[N+]=[N-]